C(C=C)(=O)[NH+]1CCCC1 Acryloylpyrrolidinium